3,5-Diallyloxybenzyl bromide C(C=C)OC=1C=C(CBr)C=C(C1)OCC=C